(R)-3-(4,4-difluorocyclohexyl)-6,7-difluoro-3-(4-(4,4,5,5-tetramethyl-1,3,2-dioxaborolan-2-yl)phenyl)indolin-2-one FC1(CCC(CC1)[C@@]1(C(NC2=C(C(=CC=C12)F)F)=O)C1=CC=C(C=C1)B1OC(C(O1)(C)C)(C)C)F